BrC1=CC=C2CCC3(C2=C1)OCCO3 6'-Bromospiro[1,3-dioxolane-2,1'-indan]